C(C)(C)(C)OC(=O)N1CC(C1)N1CCC(CC1)N1CCC(CC1)N1N=C(C=2C1=NC=NC2N)C2=CC=C(C=C2)OC2=CC=C(C=C2)OC 3-(4-(4-amino-3-(4-(4-methoxyphenoxy)phenyl)-1H-pyrazolo[3,4-d]pyrimidin-1-yl)-[1,4'-bipiperidine]-1'-yl)azetidine-1-carboxylic acid tert-butyl ester